(1R,2R)-4-(t-butyldimethylsilyloxy)-1-(2-chlorophenyl)butane-1,2-diol [Si](C)(C)(C(C)(C)C)OCC[C@H]([C@H](O)C1=C(C=CC=C1)Cl)O